C(C)(=O)C=1C=C(C=C2C(N(C=3N(C12)C=NC3C(=O)N(C([2H])([2H])[2H])C([2H])([2H])[2H])C([2H])([2H])[2H])=O)C 9-Acetyl-7-methyl-N,N,4-tris(methyl-d3)-5-oxo-4,5-dihydroimidazo[1,5-a]quinazoline-3-carboxamide